tert-butyl 4-(3-phenoxypyridin-2-yl)piperazine-1-carboxylate O(C1=CC=CC=C1)C=1C(=NC=CC1)N1CCN(CC1)C(=O)OC(C)(C)C